(E)-3-(4-(pyridin-4-ylmethyl)-1-((2-(trimethylsilyl)ethoxy)methyl)-1H-imidazol-2-yl)acrylonitrile N1=CC=C(C=C1)CC=1N=C(N(C1)COCC[Si](C)(C)C)/C=C/C#N